2-[1-[4-(2-cyclopentylsulfanyl-3-pyridyl)-2,6-difluorophenyl]azetidin-3-yl]acetic acid C1(CCCC1)SC1=NC=CC=C1C1=CC(=C(C(=C1)F)N1CC(C1)CC(=O)O)F